3-dodecene-1,3-diol C(CC(=CCCCCCCCC)O)O